[Na].SCCC.[S] sulfur (mercapto)propane sodium